C1=CC2(C3=NC=4C=CC=CC4C(N31)=O)COC=C2 spiro[furan-3,3'-pyrrolo[2,1-b]quinazolin]-9'-one